BrC1=CC=2C(N=C1)=NN(N2)C(F)(F)F 6-Bromo-2-(trifluoromethyl)-2H-[1,2,3]triazolo[4,5-b]pyridine